benzyl (3S,4S,5R)-4-fluoro-3,5-dimethyl-piperidine-1-carboxylate FC1[C@H](CN(C[C@H]1C)C(=O)OCC1=CC=CC=C1)C